C1(=CC=CC=C1)C=1C=CC=2N(C3=CC=CC=C3C2C1)C1=CC=C(C=C1)C=1C(=C(C(=NC1C1=CC=CC=2C3=CC=CC=C3N(C12)C1=CC=CC=C1)C1=CC=CC=2C3=CC=CC=C3N(C12)C1=CC=CC=C1)C1=CC=CC=2C3=CC=CC=C3N(C12)C1=CC=CC=C1)C1=C(C=CC=C1)C=1C=NC=CC1 1,1',1''-(5-(4-(3-phenyl-9H-carbazol-9-yl)phenyl)-4-(2-(pyridin-3-yl)phenyl)pyridine-2,3,6-triyl)tris(9-phenyl-9H-carbazole)